diethylene glycol bis(N-vinyl carbamate) C(=C)NC(=O)OCCOCCOC(NC=C)=O